FC1=C(C=CC(=C1)F)[C@@](CN1N=CN=C1)([C@@H](C)O)O (2R,3R)-2-(2,4-difluorophenyl)-1-(1H-1,2,4-triazole-1-yl)butane-2,3-diol